NC1=C(C(=O)OC)C=C(C=N1)C1=CC(=CC(=C1)C(F)(F)F)C(F)(F)F methyl 2-amino-5-(3,5-bis(trifluoromethyl)phenyl)nicotinate